isopropenylphenylethylamine C(=C)(C)NCCC1=CC=CC=C1